N-((S)-1-(5-(((S)-1,1-dimethyl-2,3-dihydro-1H-inden-2-yl)amino)pyridin-2-yl)-2,2,2-trifluoroethyl)-2-(1,1-dioxidothiomorpholino)-N-methylacetamide CC1([C@H](CC2=CC=CC=C12)NC=1C=CC(=NC1)[C@@H](C(F)(F)F)N(C(CN1CCS(CC1)(=O)=O)=O)C)C